[N+](=O)([O-])C1(C(=C(C(=C(C1(O)C)[N+](=O)[O-])C(C)(C)C)[N+](=O)[O-])C)C 2,4,6-trinitro-1,3-dimethyl-5-tert-butyl-cresol